(S)-quinuclidin-3-yl (5-(3,5-dichlorophenyl)-2,2-dimethyl-2,3-dihydro-1H-inden-1-yl)carbamate ClC=1C=C(C=C(C1)Cl)C=1C=C2CC(C(C2=CC1)NC(O[C@@H]1CN2CCC1CC2)=O)(C)C